5-(1-hydroxycyclobutyl)-1-(2-hydroxyethyl)-N,N-bis(4-methoxybenzyl)-1H-pyrazole-3-sulfonamide OC1(CCC1)C1=CC(=NN1CCO)S(=O)(=O)N(CC1=CC=C(C=C1)OC)CC1=CC=C(C=C1)OC